vinyl-triacetoxysilane C(=C)[Si](OC(C)=O)(OC(C)=O)OC(C)=O